lauric acid (4-isopropyl-1-methyl-7-oxabicyclo[2.2.1]hept-2-yl)acetate C(C)(C)C12CC(C(CC1)(O2)C)CC(=O)O.C(CCCCCCCCCCC)(=O)O